BrC=1C=C(C=CC1)S(F)(F)(F)(F)F 3-bromophenylsulfur pentafluoride